C/C/1=C\\C=C(/CCC2=C[C@@H](C/C(=C/CC1)/C)OC2=O)\\C(=C)C The molecule is a cembrane diterpenoid isolated from the leaves of Croton gratissimus. It has a role as a metabolite. It is a cembrane diterpenoid, a diterpene lactone and a macrocycle.